3-ethyl-aniline C(C)C=1C=C(N)C=CC1